C(C)NS(=O)(=O)N1CCCC2=C(C=CC=C12)NC([C@H](CC1=CC=CC=C1)NC(=O)C1CCCCC1)=O (S)-N-(1-(1-(N-ethylsulfamoyl)-1,2,3,4-tetrahydroquinolin-5-ylamino)-1-oxo-3-phenylpropan-2-yl)cyclohexanecarboxamide